C(CCC)OC(=O)N1C(CCCC1)C=1NC=CN1 butyl-2-(1H-imidazol-2-yl)piperidine-1-carboxylate